(1S,2R,3S,4R,5S)-3-(benzyloxy)-6,8-dioxabicyclo[3.2.1]octane-2,4-diol C(C1=CC=CC=C1)O[C@H]1[C@@H]([C@@H]2CO[C@H]([C@@H]1O)O2)O